C1(CC(C=2C1=CC1=CC=CC=C1C2)=O)=O cyclopenta[b]naphthalene-1,3(2H)-dione